6-(4-amino-3-isopropyl-3H-imidazo[4,5-c]pyridin-6-yl)-1'-(oxetan-3-yl)-1-((1s,3s)-3-(piperidin-1-yl)cyclobutyl)spiro[indoline-3,4'-piperidin]-2-one NC1=NC(=CC2=C1N(C=N2)C(C)C)C2=CC=C1C(=C2)N(C(C12CCN(CC2)C2COC2)=O)C2CC(C2)N2CCCCC2